Cl.C(CCC)OCN(C(C(=C)C)=O)COCCCC N,N-bis(butoxymethyl)methacrylamide Hydrochloride